C(C)(CC)C=1N(N=C2C(=CC(=CC12)C1=NC(=NC=C1F)NC1=NC=C(C=C1)CN1CCN(CC1)CC)F)C 4-(3-(sec-butyl)-7-fluoro-2-methyl-2H-indazol-5-yl)-N-(5-((4-ethylpiperazin-1-yl)methyl)pyridin-2-yl)-5-fluoropyrimidin-2-amine